tert-butyl (2-(bromoamino)ethyl)carbamate BrNCCNC(OC(C)(C)C)=O